N-(3-((1H-pyrazol-4-yl)oxy)-5-(trifluoromethoxy)benzyl)-4-(2-((6-(pyridazin-4-yl)-1H-indazol-4-yl)oxy)ethoxy)butan-1-amine N1N=CC(=C1)OC=1C=C(CNCCCCOCCOC2=C3C=NNC3=CC(=C2)C2=CN=NC=C2)C=C(C1)OC(F)(F)F